[C@]12(C(=O)CC(CC1)C2(C)C)CS(=O)(=O)O (S)-(+)-10-camphorsulfonic acid